styrenedimethacrylic acid Methyl ester COC(C(=C)CC(=CC1=CC=CC=C1)CC(C(=O)O)=C)=O